N1(CCC1)C=1N=C(C(=NC1)C(=O)[O-])C (azetidin-1-yl)-3-methyl-pyrazine-2-carboxylate